BrC=1C(=C(C=CC1)NC=1C2=C(N=CN1)C=CC(=N2)N2[C@@H]1CN([C@H](C2)C1)C(C=C)=O)F 1-((1S,4S)-5-(4-((3-Bromo-2-fluorophenyl)amino)pyrido[3,2-d]pyrimidin-6-yl)-2,5-diazabicyclo[2.2.1]heptan-2-yl)prop-2-en-1-one